C(=O)(OC(C)(C)C)N1CCC(CC1)C(C1=CC=C(C=C1)F)=O N-Boc-4-(4-fluorobenzoyl)piperidine